CC1=C(C(=O)N2C(C)C=CC3=CC=CC(=C23)N)C(=CC(=C1)C)C N-(2,4,6-trimethylbenzoyl)-8-aminoquinaldine